2,3-Dihydro-imidazolinium [NH2+]1CNCC1